6-((1S,2S)-2-(6-(2,4-dimethoxypyrimidin-5-yl)-3-fluoroimidazo[1,2-b]pyridazin-8-yl)cyclopropyl)-1-(2,2,2-trifluoroethyl)-1H-pyrazolo[4,3-c]pyridine COC1=NC=C(C(=N1)OC)C=1C=C(C=2N(N1)C(=CN2)F)[C@@H]2[C@H](C2)C2=CC1=C(C=N2)C=NN1CC(F)(F)F